16,16-diethoxy-(5E)-1,5-hexadecadiene-3-yne C(C)OC(CCCCCCCCC/C=C/C#CC=C)OCC